5-(2-(cyclopropyl-methyl)-1-(3-morpholinobicyclo[1.1.1]-pentan-1-yl)-1H-imidazol-4-yl)-3-(di-fluoromethoxy)pyridin-2-amine C1(CC1)CC=1N(C=C(N1)C=1C=C(C(=NC1)N)OC(F)F)C12CC(C1)(C2)N2CCOCC2